C(N)(=O)C=1C=2N(C(=NC1NC1=CC(=C(OCCOCCOCCOCCNC(OCC3=CC=CC=C3)=O)C(=C1)OC)OC)SC)C=CN2 Benzyl (2-(2-(2-(2-(4-((8-carbamoyl-5-(methylthio)imidazo[1,2-c]pyrimidin-7-yl)amino)-2,6-dimethoxyphenoxy)ethoxy)ethoxy)ethoxy)ethyl)carbamate